C1(CC1)C1=NC=2N(C=C1OC)N=CC2C2=CC=CC(=N2)N[C@H]2CN(C[C@@H]2F)C(=O)OC(C)(C)C tert-butyl (3S,4S)-3-[[6-(5-cyclopropyl-6-methoxy-pyrazolo[1,5-a]pyrimidin-3-yl)-2-pyridyl]amino]-4-fluoro-pyrrolidine-1-carboxylate